C(#N)C1=C(C=C(C=N1)N1C(N(C2(CCC2)C1=O)C1=CC(=C(C(=O)NC)C=C1)F)=S)C(F)(F)F 4-(7-(6-cyano-5-trifluoromethylpyridin-3-yl)-8-oxo-6-thioxo-5,7-diazaspiro[3.4]oct-5-yl)-2-fluoro-N-methylbenzamide